CN1[C@H]2[C@@H](CC[C@@H]1CC2)NC(OCC2=CC=CC=C2)=O Benzyl ((1R,2R,5R)-8-methyl-8-azabicyclo[3.2.1]octan-2-yl)carbamate